C(#N)C=1C=C2C(=C(C=NC2=CC1)NC(C(C(=O)OC)(F)F)=O)N[C@H]1C[C@H](OCC1)C Methyl 3-((6-cyano-4-(((2R,4R)-2-methyltetrahydro-2H-pyran-4-yl)amino)quinolin-3-yl)amino)-2,2-difluoro-3-oxopropanoate